BrC=1C=C(C=C(C1)OC(F)(F)F)NC(=O)NC1=CC(=CC(=C1)F)F 1-(3-bromo-5-trifluoromethoxyphenyl)-3-(3,5-difluorophenyl)urea